{4-[cyclopropyl(hydroxy)methyl]phenyl}-4-[2-(2,2,2-trifluoroethoxy)phenyl]-2,3-dihydro-1H-pyrrolo[3,4-c]pyridin-1-one C1(CC1)C(C1=CC=C(C=C1)N1CC=2C(=NC=CC2C1=O)C1=C(C=CC=C1)OCC(F)(F)F)O